3,5-difluoro-4-[[5-(2-pyridylmethyl)tetrazol-2-yl]methyl]benzohydroxamic acid FC=1C=C(C(=O)NO)C=C(C1CN1N=C(N=N1)CC1=NC=CC=C1)F